C(C1=CC=CC=C1)OC1=CC(=NC(=C1)C)C=1C(=NC(=CC1)C(F)(F)F)Cl 3-(4-benzyloxy-6-methyl-2-pyridyl)-2-chloro-6-(trifluoromethyl)pyridine